[1-(3-fluoro-4-methoxyphenyl)-1,4,6,7-tetrahydropyrano[4,3-c]pyrazol-3-yl]-(4-methyl-1,4-diazepan-1-yl)methanone FC=1C=C(C=CC1OC)N1N=C(C2=C1CCOC2)C(=O)N2CCN(CCC2)C